benzyl (6R)-6-(hydroxymethyl)-6-methyl-1,4-oxazepane-4-carboxylate OC[C@]1(CN(CCOC1)C(=O)OCC1=CC=CC=C1)C